(2R,5S)-2-(1-(4-bromophenyl)-3-(5-chloropyridin-2-yl)-1H-pyrazol-4-yl)-5-methyl-3-(2-(2-oxoindolin-5-yl)ethyl)oxazolidin-4-one Glycidyl-Decanoate C(C1CO1)OC(CCCCCCCCC)=O.BrC1=CC=C(C=C1)N1N=C(C(=C1)[C@H]1O[C@H](C(N1CCC=1C=C2CC(NC2=CC1)=O)=O)C)C1=NC=C(C=C1)Cl